S(C(=S)[S-])CC.S(C(=S)[S-])CC diethyl dithioxanthate